1-cyclopropyl-6-fluoro-7-(4-hydroxypiperidin-1-yl)-3-({[(3S)-1-(6-methylpyridin-3-yl)piperidin-3-yl][(2-methylpyridin-4-yl)methyl]amino}methyl)-1,4-dihydroquinolin-4-one C1(CC1)N1C=C(C(C2=CC(=C(C=C12)N1CCC(CC1)O)F)=O)CN(CC1=CC(=NC=C1)C)[C@@H]1CN(CCC1)C=1C=NC(=CC1)C